O(CC1=C(C#N)C=CC=C1)CC1=C(C#N)C=CC=C1 4'-(oxybis(methylene))dibenzonitrile